chloro-3'-fluoro-5'-methoxy-6-methyl-(4,4'-bipyridine)-3-carboxylic acid methyl ester COC(=O)C=1C(=NC(=CC1C1=C(C=NC=C1OC)F)C)Cl